1-bromo-8-chloro-N,N-bis[(4-methoxyphenyl)methyl]isoquinolin-3-amine BrC1=NC(=CC2=CC=CC(=C12)Cl)N(CC1=CC=C(C=C1)OC)CC1=CC=C(C=C1)OC